CC1(CC1)CC1=NC(=NO1)C1=CC=C(C(=O)O)C=C1 4-[5-[(1-Methylcyclopropyl)methyl]-1,2,4-oxadiazol-3-yl]benzoic acid